3-chloro-4-methyl-N-[(3S,6R)-6-[5-[2-(trifluoromethoxy)ethoxy]-1,3,4-oxadiazol-2-yl]-3-piperidyl]benzamide ClC=1C=C(C(=O)N[C@@H]2CN[C@H](CC2)C=2OC(=NN2)OCCOC(F)(F)F)C=CC1C